Tert-butyl (3S)-3-(5-chloro-2-pyridyl)isoxazolidine-2-carboxylate ClC=1C=CC(=NC1)[C@H]1N(OCC1)C(=O)OC(C)(C)C